CC=1C(=NC=C(C1)C)S(=O)(=O)F 3,5-dimethylpyridine-2-sulfonyl fluoride